NC1=C(C(=O)OC(C)(C)C)C=CC(=C1)F tert-butyl 2-amino-4-fluorobenzoate